OC1=C(C=CC(=C1)OC)C(C=CC1=CC(=CC=C1)CC=C(C)C)=O 1-(2-Hydroxy-4-methoxyphenyl)-3-[3-(3-methylbut-2-enyl)-phenyl]prop-2-en-1-one